CC1(OC(CN1C(=O)[O-])C)C 2,2,5-trimethyl-oxazolidine-3-carboxylate